tert-butyl ((2R,4S,5R)-5-((S)-N-ethyl-S-methylsulfonimidoyl)-2-((S)-1-(4-fluorophenyl)-1,2,3,4-tetrahydroisoquinoline-2-carbonyl)tetrahydro-2H-pyran-4-yl)carbamate C(C)N=[S@](=O)(C)[C@@H]1[C@H](C[C@@H](OC1)C(=O)N1[C@H](C2=CC=CC=C2CC1)C1=CC=C(C=C1)F)NC(OC(C)(C)C)=O